6-Chloro-1-[4-(diethylamino)-2-isopropyl-3-pyridyl]-4-[(2S,5R)-2,5-dimethyl-4-prop-2-enoyl-piperazin-1-yl]-7-(2-isopropyl-phenyl)pyrido[2,3-d]pyrimidin-2-one ClC1=CC2=C(N(C(N=C2N2[C@H](CN([C@@H](C2)C)C(C=C)=O)C)=O)C=2C(=NC=CC2N(CC)CC)C(C)C)N=C1C1=C(C=CC=C1)C(C)C